C(C1=CC=CC=C1)OC([C@@H](NC([C@@H](NC([C@@H](NC(=O)OC(C)(C)C)CCCCNC(=O)OC(C)(C)C)=O)C)=O)CCCCNC(=O)OC(C)(C)C)=O N2,N6-bis(t-butoxycarbonyl)-L-lysyl-L-alanyl-N6-(t-butoxycarbonyl)-L-lysine benzyl ester